(3-(isopropylthio)pyridin-2-yl)methanamine C(C)(C)SC=1C(=NC=CC1)CN